CC1=C(C=C(C=C1)NC(C1=CN=CC(=C1)C(F)(F)F)=O)C1=CC2=C(N=C(N=C2)NC)N=C1C N-(4-methyl-3-(7-methyl-2-(methylamino)pyrido[2,3-d]pyrimidin-6-yl)phenyl)-5-(trifluoromethyl)nicotinamide